(2S)-2-[(2E,4S)-1-(2,3-dihydro-1H-indol-1-yl)-6-methyl-1-oxohept-2-en-4-yl]-1,4-oxaazepan N1(CCC2=CC=CC=C12)C(\C=C\[C@H](CC(C)C)[C@@H]1OCCCNC1)=O